ClC=1C=CC=C2[C@H](CCOC12)NC(=O)NC=1N=C(SC1)C1=CC=C(C=C1)S(=O)(=O)C 1-[(4S)-8-chlorochroman-4-yl]-3-[2-(4-methylsulfonylphenyl)thiazol-4-yl]urea